5-(cyclopropylmethyl)-4-(4-(methoxy-d3)phenyl)-2-(2-methyl-2H-indazol-5-yl)-3-oxo-3,5-dihydro-2H-pyrrolo[3,2-c]pyridazine-7-carboxamide C1(CC1)CN1C=C(C2=NN(C(C(=C21)C2=CC=C(C=C2)OC([2H])([2H])[2H])=O)C2=CC1=CN(N=C1C=C2)C)C(=O)N